CC1(C(OB(O1)C1=CC=C(N)C=C1)(C)C)C 4-(tetramethyl-1,3,2-dioxaborolan-2-yl)aniline